C(C)(C)C1C(CC(CC1)(C)C)(CO)CO (2-isopropyl-5,5-dimethylcyclohexane-1,1-diyl)dimethanol